[Ra].[K] potassium radium